tert-butyl (3-(5-(benzylthio)indoline-1-carbonyl)benzyl)carbamate C(C1=CC=CC=C1)SC=1C=C2CCN(C2=CC1)C(=O)C=1C=C(CNC(OC(C)(C)C)=O)C=CC1